3,4-difluoro-phenylboronic acid FC=1C=C(C=CC1F)B(O)O